tert-butyl 4-[4-[6-(1-acetyl-3,6-dihydro-2H-pyridin-5-yl)-2-(dimethylcarbamoyl)-7-fluoro-1H-indol-4-yl]-3-(1,1-difluoroethyl)phenyl]piperazine-1-carboxylate C(C)(=O)N1CCC=C(C1)C1=CC(=C2C=C(NC2=C1F)C(N(C)C)=O)C1=C(C=C(C=C1)N1CCN(CC1)C(=O)OC(C)(C)C)C(C)(F)F